2-(7-(2,3-dichloro-6-methoxyphenyl)imidazo[1,2-a]pyridin-2-yl)-7-azaspiro[3.5]non-1-ene-7-carboxylate ClC1=C(C(=CC=C1Cl)OC)C1=CC=2N(C=C1)C=C(N2)C2=CC1(C2)CCN(CC1)C(=O)[O-]